C1(CC1)C1=CN=C(N=N1)N([C@@H]1C[C@H](CC1)N)C1=NC=C(C=C1)I (1S,3S)-N1-(6-cyclopropyl-1,2,4-triazin-3-yl)-N1-(5-iodopyridin-2-yl)cyclopentane-1,3-diamine